S1C=NC(=C1)CC(=O)OC1C(NCC1O)CC1=CC=C(C=C1)OC 4-hydroxy-2-[(4-methoxyphenyl)methyl]pyrrolidin-3-yl 2-(1,3-thiazol-4-yl)acetate